N1=C(C=NC=C1)C(C)(C)S(=O)(=O)C1=CC=C(C=C1)SC1=NC=CC(=N1)N 2-((4-((2-(pyrazin-2-yl)propan-2-yl)sulfonyl)phenyl)thio)pyrimidin-4-amine